(11R)-6-(2,6-Dimethylphenyl)-11-(3-hydroxy-3-methylbutyl)-2,2-dioxo-9-oxa-2λ6-thia-3,5,12,19-tetrazatricyclo[12.3.1.14,8]nonadeca-1(18),4(19),5,7,14,16-hexaen-13-one CC1=C(C(=CC=C1)C)C1=NC=2NS(C=3C=CC=C(C(N[C@@H](COC(=C1)N2)CCC(C)(C)O)=O)C3)(=O)=O